1-(4-((3R,4S)-7-hydroxy-3-(p-tolyl)isochroman-4-yl)phenyl)piperidine-4-carbaldehyde OC1=CC=C2[C@@H]([C@@H](OCC2=C1)C1=CC=C(C=C1)C)C1=CC=C(C=C1)N1CCC(CC1)C=O